FC1=C(C(=CC(=C1)C1=NC(=CC(=N1)OCCOC)C)F)N1CCC(CC1)CC(=O)OCC ethyl (1-{2,6-difluoro-4-[4-(2-methoxy-ethoxy)-6-methyl-pyrimidin-2-yl]-phenyl}-piperidin-4-yl)-acetate